C(#N)C1=CC(=C(C=C1)NS(=O)(=O)C1=CNC(=C1)C1CC1)F N-(4-cyano-2-fluoro-phenyl)-5-cyclopropyl-1H-pyrrole-3-sulfonamide